C1(CC1)[C@@H](CO)NC1=NC(=NC=C1C=1OC(=NN1)C)NC=1C=C2CCNC(C2=CC1)=O (S)-6-((4-((1-cyclopropyl-2-hydroxyethyl)amino)-5-(5-methyl-1,3,4-oxadiazol-2-yl)pyrimidin-2-yl)amino)-3,4-dihydroisoquinolin-1(2H)-one